2,3-dimethyl-6-(2-(1-methyl-1H-pyrazol-4-yl)morpholino)-8-(4-methylcyclohex-1-en-1-yl)pyrimido[5,4-d]pyrimidin-4(3H)-one CC=1N(C(C2=C(N1)C(=NC(=N2)N2CC(OCC2)C=2C=NN(C2)C)C2=CCC(CC2)C)=O)C